racemic-7-isopropoxy-2-((1S,4R)-1-methyl-2-oxabicyclo[2.2.1]heptan-4-yl)-N-(2-oxo-1-(spiro[2.2]pentan-1-yl)-1,2-dihydropyridin-3-yl)imidazo[1,2-a]pyrimidine-6-carboxamide C(C)(C)OC1=NC=2N(C=C1C(=O)NC=1C(N(C=CC1)[C@@H]1CC13CC3)=O)C=C(N2)[C@@]23CO[C@@](CC2)(C3)C |&1:19|